BrC=1C=C(C=C(C1)N(C)C)C1(CC(C1)CC#N)C1=NN=CN1C 2-(3-(3-bromo-5-(dimethylamino)phenyl)-3-(4-methyl-4H-1,2,4-triazol-3-yl)cyclobutyl)acetonitrile